ClC1=CC=C(C=C1)C(C(F)(F)F)C1=NC(=C(C=C1S(=O)(=O)NC)F)OC (1-(4-chlorophenyl)-2,2,2-trifluoroethyl)-5-fluoro-6-methoxy-N-methylpyridine-3-sulfonamide